Cl.C(#N)C1=C(C=C(C=C1)N1CCC(CC1)C(=O)N)C(F)(F)F 1-(4-cyano-3-(trifluoromethyl)phenyl)piperidine-4-carboxamide hydrochloride